ClC1=CC=C(C=C1)N(C(=O)OC[C@@H]1CC[C@H](CC1)COCC(=O)O)C1=CC=CC=C1 2-((trans-4-((((4-Chlorophenyl)(phenyl)carbamoyl)-oxy)methyl)cyclohexyl)methoxy)acetic acid